C1(CC1)S(=O)(=O)N1N=CC(=C1)C1=NC=CC(=N1)NC1=NC=C(C(=C1)NC(C)C)C1=NC=C(N=C1)OCCN(C)C N2-(2-(1-(Cyclopropylsulfonyl)-1H-pyrazol-4-yl)pyrimidin-4-yl)-5-(5-(2-(dimethylamino)ethoxy)pyrazin-2-yl)-N4-isopropylpyridine-2,4-diamine